ClC1=NC=C(C=N1)I 2-Chloro-5-iodo-pyrimidine